C(C)(C)(C)OC(=O)N1CCC2=C(CC1)C=C(C=C2)CO 7-(Hydroxymethyl)-4,5-dihydro-1H-benzo[d]azepin-3(2H)-carboxylic acid tert-butyl ester